C(C)(C)(C)OC(=O)N1C2(CNCC1CC2)C=2C=NC(=CC2OC)N2C(=CC=C2C)C [6-(2,5-dimethyl-pyrrol-1-yl)-4-methoxy-pyridin-3-yl]-3,8-diaza-bicyclo[3.2.1]octane-8-carboxylic acid tert-butyl ester